3-(2H-1,2,3-triazol-2-yl)propan-1-ol N=1N(N=CC1)CCCO